[Cl-].CN(C=O)C N,N-dimethylformamide chloride